8-hydroxy-7-methoxybenzopyran-2-one OC1=C(C=CC=2C=CC(OC21)=O)OC